2-chloro-6-((2S,5R)-4-((4-chloro-3-fluorophenyl)(3,3-difluorocyclobutyl)methyl)-2,5-dimethylpiperazin-1-yl)-8-methyl-9-(((S)-tetrahydrofuran-2-yl)methyl)-9H-purine ClC1=NC(=C2N=C(N(C2=N1)C[C@H]1OCCC1)C)N1[C@H](CN([C@@H](C1)C)C(C1CC(C1)(F)F)C1=CC(=C(C=C1)Cl)F)C